spiro[cyclopropane-1,1'-pyrrolo[2,3-c]quinoline]-2'-one C12(C(NC=3C=NC=4C=CC=CC4C31)=O)CC2